N1N=CC(=C1)C1=NC=CC(=C1)N1C(N(C2=C1C=CC=C2)CC2CCC(CC2)NC(C2=C(N=CC(=C2)Cl)C(F)F)=O)=O N-((1r,4r)-4-((3-(2-(1H-pyrazol-4-yl)pyridin-4-yl)-2-oxo-2,3-dihydro-1H-benzo[d]imidazol-1-yl)methyl)cyclohexyl)-5-chloro-2-(difluoromethyl)nicotinamide